O1CCC2=C1C=CC(=C2)C=2N=C(NC2C2=CC=NC=C2)N 4-(2,3-Dihydrobenzofuran-5-yl)-5-(pyridin-4-yl)-1H-imidazol-2-amine